3-chloro-2-propyl phosphate P(=O)(OC(C)CCl)([O-])[O-]